COC=1C=C(C(=O)NC)C=CC1NCC#C 3-methoxy-N-methyl-4-(prop-2-yn-1-ylamino)benzamid